ClC=1C(=CC(=C(C1)[C@H](NC(OC(C)(C)C)=O)C1CCN(CC1)C(=O)[C@@H]1OC(OC1)(C)C)O)CO tert-butyl N-[(R)-[5-chloro-2-hydroxy-4-(hydroxymethyl)phenyl]([1-[(4R)-2,2-dimethyl-1,3-dioxolane-4-carbonyl]piperidin-4-yl])methyl]carbamate